1-[6,7-dimethyl-4-(methylamino)-1,3-dihydro-2H-pyrrolo[3,4-c]pyridin-2-yl]-2-[1-(pyridin-3-yl)azetidin-3-yl]ethanone CC1=C(C2=C(C(=N1)NC)CN(C2)C(CC2CN(C2)C=2C=NC=CC2)=O)C